FC1=CC2=C(CCO2)C=C1S(=O)(=O)N1CCC(CC1)C=1C(=CC=2N(C1)N=CN2)C(F)(F)F 6-(1-((6-fluoro-2,3-dihydrobenzofuran-5-yl)sulfonyl)piperidin-4-yl)-7-(trifluoromethyl)-[1,2,4]triazolo[1,5-a]pyridine